N1=CC(=CC=C1)C(C)O 1-(pyridin-3-yl)ethan-1-ol